5-(2-methyl-1,3-thiazol-5-yl)-1-{[(2S)-oxetan-2-yl]methyl}-1H-1,3-benzodiazole CC=1SC(=CN1)C1=CC2=C(N(C=N2)C[C@H]2OCC2)C=C1